trans-N1-(5-(quinoxalin-6-yl)pyrrolo[2,1-f][1,2,4]triazin-2-yl)cyclohexane-1,4-diamine N1=CC=NC2=CC(=CC=C12)C=1C=CN2N=C(N=CC21)N[C@@H]2CC[C@H](CC2)N